O=C1NC(CCC1N1C(C2=CC=C(C=C2C1=O)OCCN1CC2(C1)CN(C2)CC2CC(C2)OC2=CC=C(C=C2)C=2C=CC=1C3=C(N(C1C2)C)C=CN=C3)=O)=O 2-(2,6-dioxopiperidin-3-yl)-5-(2-(6-(((1r,3r)-3-(4-(5-methyl-5H-pyrido[4,3-b]indol-7-yl)phenoxy)cyclobutyl)methyl)-2,6-diazaspiro[3.3]heptan-2-yl)ethoxy)isoindoline-1,3-dione